CN1C(=NC2=C1C=CC(=C2)C2=C(C=CC(=N2)C#N)C2=CN=C(O2)CCC(F)(F)F)C 6-(1,2-Dimethyl-1H-benzo[d]imidazol-5-yl)-5-(2-(3,3,3-trifluoropropyl)oxazol-5-yl)picolinonitril